1-(hydroxymethyl)(8-methyl-3-(3-methyl-1,2,4-thiadiazol-5-yl)-1-propyl-5,6-dihydroimidazo[1,5-a]pyrazin-7(8H)-yl)methanone OCC(=O)N1C(C=2N(CC1)C(=NC2CCC)C2=NC(=NS2)C)C